COC1=C2C(=NN(C2=CC=C1CC(F)(F)F)C)N 4-Methoxy-1-methyl-5-(2,2,2-trifluoroethyl)-1H-indazol-3-amine